C/C(=C/CO[C@H]1[C@@H]([C@H]([C@@H]([C@H](O1)CO)O)O)O)/C#N The molecule is a cyanogenic glycoside that is (2Z)-2-methylbut-2-enenitrile attached to a beta-D-glucopyranosyloxy at position 4. Isolated from Rhodiola quadrifida, it exhibits anti-allergic activity. It has a role as a metabolite and an anti-allergic agent. It is a cyanogenic glycoside, a beta-D-glucoside, a monosaccharide derivative and an aliphatic nitrile.